FC(S(=O)(=O)ON=C(C#N)C1=CC=CC=C1)(F)F (trifluoromethylsulfonyloxy-imino)-phenylacetonitrile